(6-aminopyridin-2-yl)(1-methylpiperidine-4-yl)methanone tert-butyl-O-(tert-butyl)-N-(5-(3-(5-(pentan-3-ylcarbamoyl)oxazol-2-yl)phenyl)-1H-pyrazole-3-carbonyl)-L-serinate C(C)(C)(C)OC([C@@H](NC(=O)C1=NNC(=C1)C1=CC(=CC=C1)C=1OC(=CN1)C(NC(CC)CC)=O)COC(C)(C)C)=O.NC1=CC=CC(=N1)C(=O)C1CCN(CC1)C